ClC=1C=C(C=C(C1OCC=1C(=C(C=CC1)C1=CC=CC=C1)C)F)C=C(C(=O)[O-])C#N 3-(3-chloro-5-fluoro-4-((2-methyl-[1,1'-biphenyl]-3-yl) methoxy) phenyl)-2-cyanoacrylate